3-(benzyloxy)-2-(4-((tert-butyldimethylsilyl)oxy)-3,3-dimethylbut-1-yn-1-yl)-5-fluoro-N-(4-fluorophenyl)aniline C(C1=CC=CC=C1)OC=1C(=C(NC2=CC=C(C=C2)F)C=C(C1)F)C#CC(CO[Si](C)(C)C(C)(C)C)(C)C